CC(C(=O)OCCCC)(C)OCC(C)=O butyl 2-methyl-2-(2-oxopropoxy)propanoate